FC=1C=C(C=CC1)NC(=O)NC1=CC(=NC=C1)OC (3-fluorophenyl)-3-(2-methoxypyridin-4-yl)urea